C(C)(C)(C)OC(=O)N1C(CC(CC1)(C1=CC=CC=C1)O)(C)C 4-hydroxy-2,2-dimethyl-4-phenylpiperidine-1-carboxylic acid tert-butyl ester